3,4-dicyclohexyl-1,2-diisopropenylbenzene C1(CCCCC1)C=1C(=C(C=CC1C1CCCCC1)C(=C)C)C(=C)C